(E)-4-((4-(2-(4-(1-(4-chlorophenyl)-2-phenylbut-1-en-1-yl) phenoxy)ethyl)piperazin-1-yl)methyl)piperidine-1-carboxylate ClC1=CC=C(C=C1)\C(=C(/CC)\C1=CC=CC=C1)\C1=CC=C(OCCN2CCN(CC2)CC2CCN(CC2)C(=O)[O-])C=C1